C12N(CC(CC1)CC2)CCC(=O)NC=2C=C(C(=NC2)C)NC(=O)C=2C=NN1C2SC(=C1)C=1C=NN(C1)C N-(5-(3-(2-azabicyclo[2.2.2]oct-2-yl)propanamido)-2-methylpyridin-3-yl)-2-(1-methyl-1H-pyrazol-4-yl)pyrazolo[5,1-b]thiazole-7-carboxamide